N-[11-[4-[6-[2-[(6-cyano-4-quinolyl)amino]ethyl]naphthalene-2-carbonyl]piperazin-1-yl]-11-oxo-undecyl]-4-[[2-(2,6-dioxo-3-piperidyl)-1-oxo-isoindolin-4-yl]amino]butanamide C(#N)C=1C=C2C(=CC=NC2=CC1)NCCC=1C=C2C=CC(=CC2=CC1)C(=O)N1CCN(CC1)C(CCCCCCCCCCNC(CCCNC1=C2CN(C(C2=CC=C1)=O)C1C(NC(CC1)=O)=O)=O)=O